N-(4-fluoro-3-methylphenyl)-1,2,4-trimethyl-5-(2-((2-methyl-4,5,6,7-tetrahydrobenzo[d]thiazol-7-yl)amino)-2-oxoacetyl)-1H-pyrrole-3-carboxamide FC1=C(C=C(C=C1)NC(=O)C1=C(N(C(=C1C)C(C(=O)NC1CCCC=2N=C(SC21)C)=O)C)C)C